3-Chloro-6-(2-chloro-5-cyano-4-(trifluoromethyl)phenyl)-5-fluoropicolinic acid ClC=1C(=NC(=C(C1)F)C1=C(C=C(C(=C1)C#N)C(F)(F)F)Cl)C(=O)O